(S)-2-amino-N-(2-(3-(2-(dimethylamino)ethyl)-5-methoxy-1H-indol-1-yl)-2-oxoethyl)-N-methyl-3-phenylpropionamide N[C@H](C(=O)N(C)CC(=O)N1C=C(C2=CC(=CC=C12)OC)CCN(C)C)CC1=CC=CC=C1